ethyl (Z)-2-azido-3-(2-fluoro-4-methyl-phenyl)prop-2-enoate N(=[N+]=[N-])\C(\C(=O)OCC)=C/C1=C(C=C(C=C1)C)F